C(C)[NH+]1CN(CC1)C 1-Ethyl-3-methylimidazolinium